2-fluoro-anilinol FC1=C(NO)C=CC=C1